2-(4-methylthiophen-3-yl)ethanol tert-Butyl-(2R,5S)-4-(5-(azetidin-1-yl)-7-(4-cyanopyridin-2-yl)-7H-pyrrolo[2,3-d]pyrimidin-4-yl)-2,5-dimethylpiperazine-1-carboxylate C(C)(C)(C)[C@]1(N(C[C@@H](N(C1)C=1C2=C(N=CN1)N(C=C2N2CCC2)C2=NC=CC(=C2)C#N)C)C(=O)OCCC2=CSC=C2C)C